(R)-3-(5-(difluoromethyl)-1,3,4-thiadiazol-2-yl)-8-(2-(3-(methoxymethyl)azetidine-1-carbonyl)morpholino)-N-(1-methylcyclopropyl)imidazo[1,5-a]pyridine-6-sulfonamide FC(C1=NN=C(S1)C1=NC=C2N1C=C(C=C2N2C[C@@H](OCC2)C(=O)N2CC(C2)COC)S(=O)(=O)NC2(CC2)C)F